8-isopropyl-5-((2R,3S)-2-methyl-3-((methylsulfonyl)methyl)azetidin-1-yl)-2-(methylthio)quinazoline C(C)(C)C=1C=CC(=C2C=NC(=NC12)SC)N1[C@@H]([C@H](C1)CS(=O)(=O)C)C